methyl (1s,4s)-2'-(benzylcarbamoyl)-4-(3-chloroanilino)spiro[cyclohexane-1,1'-indene]-4-carboxylate C(C1=CC=CC=C1)NC(=O)C=1C2(C3=CC=CC=C3C1)CCC(CC2)(C(=O)OC)NC2=CC(=CC=C2)Cl